C(C)(C)(C)OC(=O)N1C(CCCC1)C(=O)NN 2-(hydrazinocarbonyl)piperidine-1-carboxylic acid tert-butyl ester